FC=1C=C(C=CC1[Si](C)(C)C)NC([C@@H](C1=CC=C(C=C1)OC)NC(=O)[C@@H]1CNC(C1)=O)=O (3S)-N-((1R)-2-((3-fluoro-4-(trimethylsilyl)phenyl)amino)-1-(4-methoxyphenyl)-2-oxoethyl)-5-oxopyrrolidine-3-carboxamide